C(C)(C)(C)OC(=O)N1C[C@@H]([C@H](CC1)OCC#C)F (3S,4S)-3-fluoro-4-(prop-2-yn-1-yloxy)piperidine-1-carboxylic acid tert-butyl ester